BrC1=CC=C2C3=C1[C@H](OB3OCCO2)CNC(OC(C)(C)C)=O (S)-tert-butyl ((3-bromo-7,8-dihydro-2H-1,6,9-trioxa-9a-borabenzo[cd]azulen-2-yl)methyl)carbamate